4,4'-(carbonyldiimino)bis[N-(4-methyl-2-pyrimidinyl)-benzenesulfonamide] C(=O)(NC1=CC=C(C=C1)S(=O)(=O)NC1=NC=CC(=N1)C)NC1=CC=C(C=C1)S(=O)(=O)NC1=NC=CC(=N1)C